IC1=CC=C(C=C1)N(C(CC(=O)OCC)=O)C ethyl 3-((4-iodophenyl) (methyl) amino)-3-oxopropionate